FC1=CC=C(C=C1)[C@H]1[C@@H](CN(C1)CCOC)NC(=O)NC1=CC(=NN1C1=CC=CC=C1)C(C)C trans-1-(4-(4-fluorophenyl)-1-(2-methoxyethyl)pyrrolidin-3-yl)-3-(3-isopropyl-1-phenyl-1H-pyrazol-5-yl)urea